ClN1C(N(C(N(C1=O)Cl)=O)Cl)=O trichlorocyanuric acid